N-(4-bromo-2-(4-methoxybenzyl)-2H-indazol-6-yl)-2-(2-chlorophenyl)acetamide BrC=1C2=CN(N=C2C=C(C1)NC(CC1=C(C=CC=C1)Cl)=O)CC1=CC=C(C=C1)OC